4-iodo-1-(1H-pyrazol-5-yl)-1H-pyrazole IC=1C=NN(C1)C1=CC=NN1